C1N(CC2=CC=CC=C12)CC=1C=CC(=C(C#N)C1)N1N=CC(=C1)CC1=CC=C(C=C1)S(=O)(=O)C 5-(isoindolin-2-ylmethyl)-2-(4-(4-(methylsulfonyl)benzyl)-1H-pyrazol-1-yl)benzonitrile